C([2H])([2H])([2H])C=1C(=NC=CC1)C1=NC2=C(C=C1C([2H])([2H])[2H])OC1=C2C=CC=C1 (methyl-d3)[(methyl-d3)benzofuropyridine-yl]pyridine